COC1=C(C(=CC=C1)OC)C=1C=C2CC(C(C2=CC1)NC(O[C@@H]1CN2CCC1CC2)=O)(C)C (S)-quinuclidin-3-yl (5-(2,6-dimethoxyphenyl)-2,2-dimethyl-2,3-dihydro-1H-inden-1-yl)carbamat